trans-[4-[(5-fluoro-2-methylpyridin-4-yl)methyl]cyclohexyl]-[(3S)-3-(6-methylpyridin-3-yl)-1,2-oxazolidin-2-yl]methanone FC=1C(=CC(=NC1)C)C[C@@H]1CC[C@H](CC1)C(=O)N1OCC[C@H]1C=1C=NC(=CC1)C